BrC1=C2C3(CC=4C(=NOC4C2=CC(=C1)OC)C(=O)OCC)CC3 ethyl 6'-bromo-8'-methoxy-4'H-spiro[cyclopropane-1,5'-naphtho[2,1-d]isoxazole]-3'-carboxylate